C(C)(C)(C)N(C(O)=O)CC1=NC(=C(C=C1)O)C.ClC1=CC=C(C=C1)CSC#N 1-chloro-4-(thiocyanomethyl)benzene tert-butyl-((5-hydroxy-6-methylpyridin-2-yl)methyl)carbamate